1-(4-fluoro-3-methoxyphenyl)-4-methylpentan-2-one FC1=C(C=C(C=C1)CC(CC(C)C)=O)OC